C[C@]12CC[C@H]3[C@H]([C@@H]1CC[C@@H]2OC(=O)C4=CC=CC=C4)CCC5=C3C=CC(=C5)O 17β-estradiol benzoate